(R)-N-(2-(2-Methylmorpholino)pyrimidin-4-yl)-4-(N-(3-methyloxetan-3-yl)sulfamoyl)-2-(6-azaspiro[2.5]octan-6-yl)benzamide C[C@H]1OCCN(C1)C1=NC=CC(=N1)NC(C1=C(C=C(C=C1)S(NC1(COC1)C)(=O)=O)N1CCC2(CC2)CC1)=O